OC(CN1C(C2=CC(=CC=C2C2(C1)CC2)[N+](=O)[O-])=O)CN2CC1=CC=CC=C1C2 2'-(2-hydroxy-3-(isoindolin-2-yl)propyl)-7'-nitro-2',3'-dihydro-1'H-spiro[cyclopropane-1,4'-isoquinolin]-1'-one